2-methoxy-1-(4-methylbenzyloxy)-4-nitrobenzene COC1=C(C=CC(=C1)[N+](=O)[O-])OCC1=CC=C(C=C1)C